2-(4-chlorophenoxy)-N-(1-(4-(4-chlorophenyl)butanoyl)piperidin-4-yl)acetamide ClC1=CC=C(OCC(=O)NC2CCN(CC2)C(CCCC2=CC=C(C=C2)Cl)=O)C=C1